N-cyclopropyl-2-(difluoromethoxy)-4-[7-[(2,5-dimethylpyrazol-3-yl)methoxy]imidazo[1,2-a]pyridin-3-yl]-6-methoxy-benzamide C1(CC1)NC(C1=C(C=C(C=C1OC)C1=CN=C2N1C=CC(=C2)OCC=2N(N=C(C2)C)C)OC(F)F)=O